CCCCC(CC)COC(=O)/C=C\C(=O)OCC(CC)CCCC di-2-ethylhexyl maleate